CC(CC)CCCCCCCCCC(CCCCCCCCCCCCCCCCCCCC)C 3,13-Dimethyltritriacontane